6-fluoro-2-(prop-1-en-2-yl)-N-(1-(3,4,5-trimethoxyphenyl)-1H-imidazol-4-yl)quinazolin-4-amine FC=1C=C2C(=NC(=NC2=CC1)C(=C)C)NC=1N=CN(C1)C1=CC(=C(C(=C1)OC)OC)OC